methoxy-[1,1']binaphthol-2-ol COC1C(C(=C2C=CC=CC2=C1)C1=CC=CC2=CC=CC=C12)(O)O